CN(CCC1=CC(O)=C(O)C=C1)C(=O)C=C methyl-acryl-dopamine